2-(5,6,7,8-tetrahydro-1,6-naphthyridin-5-yl)ethanol N1=CC=CC=2C(NCCC12)CCO